1-[[4-[5-(trifluoromethyl)-1,2,4-oxadiazol-3-yl]phenyl]methyl]pyrazole-3-carbaldehyde FC(C1=NC(=NO1)C1=CC=C(C=C1)CN1N=C(C=C1)C=O)(F)F